C(#N)C=1C(=NN2C1N=C(C=C2)C=2CCN(CC2)C(=O)OC(C)(C)C)C=2OC=CC2 tert-butyl 4-[3-cyano-2-(2-furyl) pyrazolo[1,5-a]pyrimidin-5-yl]-3,6-dihydro-2H-pyridine-1-carboxylate